[Br-].[Cl-].[Cs+] cesium chloride bromide